O1CC(C1)NC1=C2CN(CC2=CC=C1)C=O (4-(oxetan-3-ylamino)isoindolin-2-yl)methanone